C(C)(C)(C)OC(=O)N1C(CC(CC1)N=[N+]=[N-])(C(=O)OCC1=CC=CC=C1)CC=CC 4-azido-2-(but-2-enyl)piperidine-1,2-dicarboxylic acid 2-benzyl 1-(tert-butyl) ester